CC=1C(=C(C(=O)O)C=CC1Br)I.BrC1=CC(=C(C(=O)OC)C=C1)I methyl 4-bromo-2-iodobenzoate (methyl 4-bromo-2-iodobenzoate)